CNC(=O)C1=CC2=C(N=C(N=C2N[C@H](C)C2=CC(=CC=C2)C(F)(F)F)C)C=N1 N,2-dimethyl-4-({(1R)-1-[3-(trifluoromethyl)phenyl]ethyl}amino)pyrido[3,4-d]pyrimidine-6-carboxamide